C(C)(=O)OCC=CCOC(C)=O but-2-en-1,4-diyl diacetate